4-(4-nitro-3-(piperidin-1-yl)phenyl)morpholine [N+](=O)([O-])C1=C(C=C(C=C1)N1CCOCC1)N1CCCCC1